N-((trans)-3-carbamoylcyclobutyl)-2-(4,4-difluoroazepan-1-yl)-4-methyl-5-(trifluoromethyl)nicotinamide C(N)(=O)[C@@H]1C[C@H](C1)NC(C1=C(N=CC(=C1C)C(F)(F)F)N1CCC(CCC1)(F)F)=O